(Z)-2-fluoro-N-(4-((4-((2-hydroxy-2,3-dihydrobenzo[d]oxazol-5-yl)oxy)-2-methoxy-5-methylphenyl)amino)-7-methoxy-quinazolin-6-yl)-3-((R)-1-methylpyrrolidin-2-yl)acrylamide F\C(\C(=O)NC=1C=C2C(=NC=NC2=CC1OC)NC1=C(C=C(C(=C1)C)OC=1C=CC2=C(NC(O2)O)C1)OC)=C/[C@@H]1N(CCC1)C